ClC1=C(C(=C(C=C1OC)OC)Cl)NC1=NC=CC=C1C1=NC=NC(=C1)S(=O)(=O)C N-(2,6-dichloro-3,5-dimethoxy-phenyl)-3-(6-methylsulfonylpyrimidin-4-yl)pyridin-2-amine